N-(4,4-dimethoxytetrahydropyran-3-ylidene)-2-methyl-propane-2-sulfonamide COC1(C(COCC1)=NS(=O)(=O)C(C)(C)C)OC